C(C)(C)(C)N1CC=C(C=C1)NC(CC1=CC(=C(C=C1)C(C)(C)C)O)=O N-tert.-Butyl-4-[[2-(4-tert.-butyl-3-hydroxyphenyl)acetyl]amino]pyridin